((1-((4-Methylpiperazin-1-yl)methyl)cyclopropyl)methyl)pyridin CN1CCN(CC1)CC1(CC1)CC1=NC=CC=C1